FC1=CC=C(C=C1)CCC1(OCCO1)CC(=O)O {2-[2-(4-fluorophenyl)ethyl]-1,3-dioxolan-2-yl}acetic acid